(1R,3S,5R)-2-(2-(3-acetyl-7-methyl-5-(2-methylpyrimidin-5-yl)-1H-pyrazolo[3,4-c]pyridin-1-yl)acetyl)-N-(6-bromo-4-methylpyridin-2-yl)-5-methyl-2-azabicyclo[3.1.0]hexane-3-carboxamide C(C)(=O)C1=NN(C2=C(N=C(C=C21)C=2C=NC(=NC2)C)C)CC(=O)N2[C@@H]1C[C@@]1(C[C@H]2C(=O)NC2=NC(=CC(=C2)C)Br)C